N1(CCNCC1)CC(=O)N(C)C1CCC(CC1)C1N(NC(=C1C(C)C)C=1C=C(C=2N(C1)N=CN2)C)N(C)C piperazino-N2-(Dimethylamino)-N-(4-(4-isopropyl-5-(8-methyl-[1,2,4]triazolo[1,5-a]pyridin-6-yl)-1H-pyrazol-3-yl)cyclohexyl)-N-methylacetamide